COC1=C(C(=NC=C1)CS(=O)C1=NC2=C(N1)C=CC=C2)C 2-[[(4-methoxy-3-methyl-2-pyridyl)methyl]sulfinyl]-1H-benzimidazole